(S)-3-((3-Butyl-2-methyl-7-(methylthio)-1,1-dioxido-5-phenyl-2,3,4,5-tetrahydro-1,2,5-benzothiadiazepin-8-yl)oxy)-2,2-dimethyl-propanoic acid C(CCC)[C@@H]1N(S(C2=C(N(C1)C1=CC=CC=C1)C=C(C(=C2)OCC(C(=O)O)(C)C)SC)(=O)=O)C